C(C)(C)OC12CC3(CC(CC(C1)C3)C2)NC(OC(C)(C)C)=O tert-butyl (3-isopropoxyadamantan-1-yl)carbamate